C[Si](C)(C)P([Si](C)(C)C)[Si](C)(C)C tri-(trimethylsilyl)phosphine